9-{2,5-Bis-O-[bis(4-methoxyphenyl)(phenyl)methyl]-β-D-xylofuranosyl}-2-iodo-9H-purin-6-amine COC1=CC=C(C=C1)C(O[C@H]1[C@@H](O[C@@H]([C@@H]1O)COC(C1=CC=CC=C1)(C1=CC=C(C=C1)OC)C1=CC=C(C=C1)OC)N1C2=NC(=NC(=C2N=C1)N)I)(C1=CC=CC=C1)C1=CC=C(C=C1)OC